C(#N)C=1C=C(C=CC1)C=1N=C(SC1C=1C=C2C(=NC=NC2=CC1)C)NC(=O)N1CC(CC1)OCCN1CCCC1 N-[4-(3-Cyanophenyl)-5-(4-methylquinazolin-6-yl)thiazol-2-yl]-3-(2-pyrrolidin-1-ylethoxy)pyrrolidine-1-carboxamide